BrC1=NN(C(=C1)CC(C)C)C1=CC(=CC=C1)OC(F)F 3-Bromo-1-(3-(difluoromethoxy)phenyl)-5-isobutyl-1H-pyrazole